tert-butyl (3R)-3-{[6,7-di(2H3)ethoxy-1H,2H,3H-cyclopenta[b]quinolin-9-yl]amino}piperidine-1-carboxylate C(C([2H])([2H])[2H])OC=1C(=CC=2C(=C3C(=NC2C1)CCC3)N[C@H]3CN(CCC3)C(=O)OC(C)(C)C)OCC([2H])([2H])[2H]